N-((S)-(7-((S*)-Cyclopropyl(4,4,4-trifluorobutanamido)methyl)imidazo[1,2-a]pyrimidin-2-yl)(4,4-difluorocyclohexyl)methyl)-1-(3,3,3-trifluoropropyl)-1H-pyrazole-4-carboxamide C1(CC1)[C@@H](C1=NC=2N(C=C1)C=C(N2)[C@@H](NC(=O)C=2C=NN(C2)CCC(F)(F)F)C2CCC(CC2)(F)F)NC(CCC(F)(F)F)=O |o1:3|